COC1=CC=C(CNC(=O)NC2CC3(CN(C3)CC3=CC(=CC=C3)N3CCOCC3)C2)C=C1 1-(4-methoxybenzyl)-3-(2-(3-morpholinobenzyl)-2-azaspiro[3.3]heptan-6-yl)urea